cyclohexyl-3-hydroxyazetidine-1-carboxylate C1(CCCCC1)OC(=O)N1CC(C1)O